3-amino-4-tert-butoxycarbonyl-pyrazole NC1=NNC=C1C(=O)OC(C)(C)C